NC1=C(NC(=C1)C)C(=O)OCC ethyl 3-amino-5-methyl-1H-pyrrole-2-carboxylate